COC1=CC(=NC=N1)NCC1=CC=C(C=C1)C1=NOC(=C1)C 6-methoxy-N-(4-(5-methylisoxazol-3-yl)benzyl)pyrimidin-4-amine